N1(C=NC=C1)CCCNC(=O)C1=NN2C(N=C(C=C2N2CCOCC2)C2=CC=CC=C2)=C1 N-(3-(1H-Imidazol-1-yl)propyl)-7-morpholino-5-phenylpyrazolo[1,5-a]pyrimidine-2-carboxamide